FC1=C(C=C(C(=C1)C1=CC=CC=C1)F)NS(=O)(=O)C1=CNC(=C1)C1=NC=CC=C1 N-(2,5-difluoro-4-phenyl-phenyl)-5-(2-pyridyl)-1H-pyrrole-3-sulfonamide